(E)-N-(3-fluoro-2-methylphenyl)-3-(1H-indazol-6-yl)acrylamide FC=1C(=C(C=CC1)NC(\C=C\C1=CC=C2C=NNC2=C1)=O)C